NC=1N=NC(=CC1N1C[C@@H](OCC1)C1=CC(=C(C(=O)N2CCC(CC2)CN2CCC(CC2)N2C(=CC3=C(C=CC=C23)N2CNCC=C2)C)C=C1C)C)C1=C(C=CC=C1)O (s)-1-(1-(1-((1-(4-(4-(3-Amino-6-(2-hydroxyphenyl)pyridazin-4-yl)morpholin-2-yl)-2,5-dimethylbenzoyl)piperidin-4-yl)methyl)piperidin-4-yl)-2-methyl-1H-indol-4-yl)dihydropyrimidine